benzyl-(4-hydroxyphenyl)methylthioninium hexafluoroantimonate F[Sb-](F)(F)(F)(F)F.C(C1=CC=CC=C1)C1=C([SH+]C=CC=CC=C1)CC1=CC=C(C=C1)O